2-DIFLUOROMETHOXY-3-METHYL-BENZENEBORONIC ACID FC(OC1=C(C=CC=C1C)B(O)O)F